CC(=CCN(C(CCN1CCN(CC1)C(C1=CC=C(C=C1)[N+](=O)[O-])=O)=O)C=1C(N(C(N(C1)C)=O)C)=O)C N-(3-methylbut-2-en-1-yl)-N-(1,3-dimethyl-2,4-dioxo-1,2,3,4-tetrahydropyrimidin-5-yl)-3-(4-(4-nitrobenzoyl)piperazin-1-yl)propionamide